BrC1=C(C=2C(=C(SC2C(=O)N(C)C)C(=O)N(C)C)C(=C1)C#N)C#N 5-bromo-4,7-dicyano-N1,N1,N3,N3-tetramethylbenzo[c]thiophene-1,3-dicarboxamide